ClC1=CC(=C(C(=O)OC)C=C1C#N)NC1=C(C=C(C=C1)F)C methyl 4-chloro-5-cyano-2-((4-fluoro-2-methylphenyl)-amino)benzoate